C1=C(C=C(C(=C1F)I)Br)F 2-bromo-4,6-difluoroiodobenzene